FC(C=1C=C(C=C(C1)C(F)(F)F)C=1C=C(C2=CC=CC=C2C1)C1=CC(=CC2=CC=CC=C12)C1=CC(=CC(=C1)C(F)(F)F)C(F)(F)F)(F)F (S,S)-3,3'-bis(3,5-ditrifluoromethylphenyl)-[1,1'-binaphthyl]